5-tert-butyl 3-ethyl 1H,4H,5H,6H,7H-pyrazolo[4,3-c]pyridine-3,5-dicarboxylate N1N=C(C=2CN(CCC21)C(=O)OC(C)(C)C)C(=O)OCC